[Sc].[Ti].[Bi] Bismuth titanium scandium